C(C#CC)N1C(C2(CC1)NC(C1=CC(=CC=C12)F)=O)=O 1'-(but-2-yn-1-yl)-5-fluorospiro[isoindoline-1,3'-pyrrolidine]-2',3-dione